[N+](=O)([O-])C1=C(C=C(C=C1)N1C(OC(C1)COC1=CC=NC=C1)C(F)(F)F)C(F)(F)F 3-(4-Nitro-3-(trifluoromethyl)phenyl)-5-((pyridin-4-yloxy)methyl)-2-(trifluoromethyl)oxazolidin